C1(CC1)C=1C(=CC(=C(C1)NC(OC(C)(C)C)=O)F)C(C(NCC(F)(F)F)=O)C tert-butyl (5-cyclopropyl-2-fluoro-4-(1-oxo-1-((2,2,2-trifluoroethyl)amino)propan-2-yl)phenyl)carbamate